(1-Methyl-1H-1,2,4-triazol-3-yl)methyl (1-((3-chloro-4-fluorophenyl)carbamoyl)-2,3-dimethyl-2,4,5,6-tetrahydrocyclopenta[c]pyrrol-4-yl)carbamate ClC=1C=C(C=CC1F)NC(=O)C=1N(C(=C2C1CCC2NC(OCC2=NN(C=N2)C)=O)C)C